3-bromo-2,6-difluoro-benzaldehyde BrC=1C(=C(C=O)C(=CC1)F)F